(R)-6-(difluoromethyl)-6-hydroxy-2-(1H-pyrazol-4-yl)-6,7,8,9-tetrahydrothieno[2,3-c]quinolin-4(5H)-one FC([C@]1(CCCC=2C3=C(C(NC12)=O)SC(=C3)C=3C=NNC3)O)F